C=CC=C.[Nd] Neodymium butadiene